bis(2-tetrahydrofuryl)propane tert-butyl-(S)-3-methyl-4-(4-((3-methyl-4-((1-methyl-1H-benzo[d]imidazol-5-yl)methyl)phenyl)amino)pyrido[3,2-d]pyrimidin-6-yl)piperazine-1-carboxylate C(C)(C)(C)OC(=O)N1C[C@@H](N(CC1)C=1C=CC=2N=CN=C(C2N1)NC1=CC(=C(C=C1)CC1=CC2=C(N(C=N2)C)C=C1)C)C.O1C(CCC1)C(C)(C)C1OCCC1